O-benzyl-N,N'-diisopropylisourea CC(C)NC(=NC(C)C)OCC1=CC=CC=C1